C1(=CC=CC=C1)C(CCC1=CC=CC2=CC=CC=C12)=O 1-phenyl-3-(1-naphthyl)-1-propanone